[2-(acetylamino)-4-methoxyphenyl]{1,3-bis[2,6-bis(propan-2-yl)phenyl]-1,3-dihydro-2H-imidazol-2-ylidene}palladium chloride C(C)(=O)NC1=C(C=CC(=C1)OC)[Pd](=C1N(C=CN1C1=C(C=CC=C1C(C)C)C(C)C)C1=C(C=CC=C1C(C)C)C(C)C)Cl